2-(((3R,4R)-3-hydroxy-1-(methylsulfonyl)piperidin-4-yl)amino)-8-((1R,2R)-2-hydroxy-2-methylcyclopentyl)pyrido[2,3-d]pyrimidin-7(8H)-one O[C@@H]1CN(CC[C@H]1NC=1N=CC2=C(N1)N(C(C=C2)=O)[C@H]2[C@](CCC2)(C)O)S(=O)(=O)C